C(#N)C1(COC1)C1=CC=C(C=N1)N1C[C@@H](CCC1)N(C(OC(C)(C)C)=O)CC1(CC1)C tert-butyl (R)-(1-(6-(3-cyanooxetan-3-yl)pyridin-3-yl)piperidin-3-yl)((1-methylcyclopropyl)methyl)carbamate